trans-N-(4-cyclopropyl-3-(5-fluoropyridin-3-yl)phenyl)-3-methyl-6-azabicyclo[3.1.1]heptane-6-carboxamide C1(CC1)C1=C(C=C(C=C1)NC(=O)N1C2CC(CC1C2)C)C=2C=NC=C(C2)F